NC1=NC2=CC=C(C=C2C=C1C)C(=O)N(N(C1=NC=CC=N1)C)CC1=NC=C(C=C1)C1(COC1)O 2-amino-N-((5-(3-hydroxyoxetan-3-yl)pyridin-2-yl)methyl)-N',3-dimethyl-N'-(pyrimidin-2-yl)quinoline-6-carbohydrazide